CCOCC1=CC=CO1 2-furfuryl ethyl ether